(1R,8S,9S,E)-N,N-diethyl-9-(hydroxymethyl)bicyclo[6.1.0]non-4-en-4-amine oxide C(C)[N+](\C=1\CC[C@H]2[C@H]([C@H]2CC/C1)CO)(CC)[O-]